C(N)(OC(C(=O)NC1CCN(CC1)C1=NC(=C(C(=C1C#N)CC)C#N)SC(C(=O)N)C1=CC=CC=C1)(CC(C)(C)C)C)=O (tert-butyl 1-((1-(6-((2-amino-2-oxo-1-phenylethyl) thio)-3,5-dicyano-4-ethylpyridin-2-yl) piperidin-4-yl) amino)-2-methyl-1-oxopropan-2-yl) carbamate